tert-butyl 5-chloro-6-methylisoindoline-2-carboxylate ClC=1C=C2CN(CC2=CC1C)C(=O)OC(C)(C)C